iron tris(ethylacetoacetate) C(C)CC(CC(=O)[O-])=O.C(C)CC(CC(=O)[O-])=O.C(C)CC(CC(=O)[O-])=O.[Fe+3]